FC1=CC(=CC2=CN(N=C12)C)C=1SC2=C(N1)SC(=C2)N2CCC21CCNCC1 1-[2-(7-fluoro-2-methylindazol-5-yl)thieno[2,3-d][1,3]thiazol-5-yl]-1,7-diazaspiro[3.5]nonane